methylheptalenyl acrylate C(C=C)(=O)OC1=C(C=CC=C2C=CC=CC=C12)C